Bis-(2-(2-hydroxyethoxy) ethyl) ethynylphosphite C(#C)P(OCCOCCO)(OCCOCCO)[O-]